CC1(OCC[C@@H](C1)C=1C=C2C=CNC2=CC1)C (S)-5-(2,2-dimethyl-tetrahydro-2H-pyran-4-yl)-1H-indole